8-chloro-7-fluoro-2-(4-hydroxyphenyl)chromen-4-one tert-Butyl-(S)-(1-(7-chloroimidazo[1,2-b]pyridazin-2-yl)-5,5,5-trifluoro-4,4-dimethylpentyl)carbamate C(C)(C)(C)N(C(O)=O)[C@@H](CCC(C(F)(F)F)(C)C)C=1N=C2N(N=CC(=C2)Cl)C1.ClC=1C(=CC=C2C(C=C(OC12)C1=CC=C(C=C1)O)=O)F